C(C1=CC=CC=C1)N1CC(C1)N 1-benzylazetidin-3-amine